4-BUTYLTHIOPHENYLBORONIC ACID C(CCC)SC1=CC=C(C=C1)B(O)O